BrC1=C(C=C(C=C1OC)O)C(\C=C\C1=CC(=C(C=C1)OC)OC)=O 1-(2-bromo-3-methoxy-5-hydroxyphenyl)-3-(3,4-dimethoxyphenyl)-(2E)-2-propen-1-one